2'-chloro-[1,1':4',1''-terphenyl]-4,4''-dicarbonitrile ClC1=C(C=CC(=C1)C1=CC=C(C=C1)C#N)C1=CC=C(C=C1)C#N